N-(3-chloro-6-methylpicolinoyl)-O-((1R,3R)-3-(2-(5,6,7,8-tetrahydro-1,8-naphthyridin-2-yl)ethyl)cyclobutyl)-L-homoserine ClC=1C(=NC(=CC1)C)C(=O)N[C@@H](CCOC1CC(C1)CCC1=NC=2NCCCC2C=C1)C(=O)O